4-cyano-6-methoxypyridin C(#N)C1=CC=NC(=C1)OC